vinylbenzyl-triphenylphosphonium bisulfate S([O-])(O)(=O)=O.C(=C)C1=C(C=CC=C1)[P+](C1=CC=CC=C1)(C1=CC=CC=C1)CC1=CC=CC=C1